2-(difluoromethyl)-5-[5-(4-phenylbuta-1,3-diynyl)thiophen-2-yl]-1,3,4-oxadiazole FC(C=1OC(=NN1)C=1SC(=CC1)C#CC#CC1=CC=CC=C1)F